N(C1=CC=CC=C1)C1=CC=2C3(C4=CC=C(C=C4OC2C=C1C)N(CCC(C)C)CC)OC(C1=CC=CC=C13)=O 2'-anilino-6'-[ethyl(3-methylbutyl)amino]-3'-methylspiro[isobenzofuran-1(3H),9'-[9H]xanthene]-3-one